(3ar,6as)-2-(2-fluoro-6-(2H-1,2,3-triazol-2-yl)benzyl)hexahydropyrrolo[3,4-c]pyrrol-1(2H)-one FC1=C(CN2C([C@@H]3CNC[C@@H]3C2)=O)C(=CC=C1)N1N=CC=N1